C(CCC)(=O)OC=1C(=NC=CC1OC)C(N[C@H](C(=O)NC(=C(C1=CC=C(C=C1)C(C)C)C1=CC=C(C=C1)C(C)C)C)C)=O (S)-2-((1-((1,1-bis(4-isopropylphenyl)prop-1-en-2-yl)amino)-1-oxopropan-2-yl)carbamoyl)-4-methoxypyridin-3-yl butyrate